C1(CCC1)C[C@H](C(=O)N1CC2(CCCC2)[C@](CC1)(O)CN1C(C=C(C(=C1)C(=O)N1CCNCC1)C1CC1)=O)C 1-(((S)-7-((R)-3-Cyclobutyl-2-methylpropanoyl)-10-hydroxy-7-azaspiro[4.5]decan-10-yl)methyl)-4-cyclopropyl-5-(piperazin-1-carbonyl)pyridin-2(1H)-on